[Cl-].C(C=C)[N+](CCOCC)(CCOCC)CC=C diallyl-di(beta-ethoxyethyl)ammonium chloride